7-aminomethyl-7-deaza-guanosine NCC1=CN([C@H]2[C@H](O)[C@H](O)[C@@H](CO)O2)C=2N=C(NC(C12)=O)N